CC1=CC=C(C=C1)[Sn] p-methylphenyl-tin